1-(2-fluoro-4-(4,4,5,5-tetramethyl-1,3,2-dioxaborolan-2-yl)phenyl)pyrrolidin-2-one FC1=C(C=CC(=C1)B1OC(C(O1)(C)C)(C)C)N1C(CCC1)=O